Cl.C1(CCC1)CSC=1C(=NC=CC1)CN (3-((cyclobutylmethyl)thio)pyridin-2-yl)methylamine hydrochloride